ClC=1C=C(C=CC1C)N1CC(CC1=O)C(=O)NC1=CC(=NN1)C1CC1 1-(3-chloro-4-methylphenyl)-N-(3-cyclopropyl-1H-pyrazol-5-yl)-5-oxopyrrolidine-3-carboxamide